C(C)(C)N1N=C(C=C1C1[C@H]2CC(C[C@@H]12)N1[C@@H](COCC1)C)C1=NC=NC(=C1)C(F)(F)F (R)-4-((1R,3s,5S,6R)-6-(1-isopropyl-3-(6-(trifluoromethyl)pyrimidin-4-yl)-1H-pyrazol-5-yl)bicyclo[3.1.0]hexane-3-yl)-3-methylmorpholine